1-Methyl-3-[2-[[4-[1-methyl-4-(4-pyridyl)pyrazol-3-yl]phenoxy]methyl]-4-quinolyl]urea CNC(=O)NC1=CC(=NC2=CC=CC=C12)COC1=CC=C(C=C1)C1=NN(C=C1C1=CC=NC=C1)C